(S)-N-(chroman-4-yl)-2-morpholinobenzo-[d]thiazole-6-carboxamide O1CC[C@@H](C2=CC=CC=C12)NC(=O)C1=CC2=C(N=C(S2)N2CCOCC2)C=C1